NC=1C=2N(C=CN1)C(=NC2C2=CC=C(C(=O)NC1=NC=CC(=C1)C(F)(F)F)C=C2)[C@H]2N(CCC2)C(\C=C\COC)=O (S,E)-4-(8-amino-3-(1-(4-methoxybut-2-enoyl)pyrrolidin-2-yl)imidazo[1,5-a]pyrazin-1-yl)-N-(4-(trifluoromethyl)pyridin-2-yl)benzamide